(S)-8-(2-amino-6-((R)-2,2,2-trifluoro-1-(4'-(methylsulfonyl)-[1,1'-biphenyl]-4-yl)ethoxy)pyrimidin-4-yl)-2,8-diazaspiro[4.5]decane-3-carboxylic acid NC1=NC(=CC(=N1)N1CCC2(C[C@H](NC2)C(=O)O)CC1)O[C@@H](C(F)(F)F)C1=CC=C(C=C1)C1=CC=C(C=C1)S(=O)(=O)C